rel-(S)-4-(4-(4-Hydroxyphenyl)-3,3-dimethylpiperidin-1-yl)-2-(trifluoromethyl)benzonitrile OC1=CC=C(C=C1)[C@H]1C(CN(CC1)C1=CC(=C(C#N)C=C1)C(F)(F)F)(C)C |o1:7|